The molecule is an unsaturated fatty acyl-CoA that results from the formal condensation of the thiol group of coenzyme A with the carboxy group of (15Z,18Z,21Z,24Z,27Z)-3-oxotriacontapentaenoic acid. It is an unsaturated fatty acyl-CoA, a 3-oxo-fatty acyl-CoA and an ultra-long-chain fatty acyl-CoA. It is a conjugate acid of a (15Z,18Z,21Z,24Z,27Z)-3-oxotriacontapentaenoyl-CoA(4-). CC/C=C\\C/C=C\\C/C=C\\C/C=C\\C/C=C\\CCCCCCCCCCCC(=O)CC(=O)SCCNC(=O)CCNC(=O)[C@@H](C(C)(C)COP(=O)(O)OP(=O)(O)OC[C@@H]1[C@H]([C@H]([C@@H](O1)N2C=NC3=C(N=CN=C32)N)O)OP(=O)(O)O)O